ONC(CCC1=CC(=NC2=CC=CC=C12)C1=CC=C(C=C1)C)=O N-Hydroxy-3-(2-(p-tolyl)quinolin-4-yl)propanamide